C1(=CC=CC=C1)N1C=C(C2=CC=CC=C12)C(=O)O 1-Phenyl-1H-indole-3-carboxylic acid